aminooxan-3-ol hydrochloride Cl.NC1OCCCC1O